BrC1=CC=C(C=C1)CCCC=CCCCCCCC 1-bromo-4-(4-dodecen-1-yl)benzene